ClC=1C=C(C=C(C1)Cl)C1(CC(=NO1)N1CC2=C(C1)C=C(S2)C(=O)NC(C)C)C(F)(F)F 5-(5-(3,5-dichlorophenyl)-5-(trifluoromethyl)-4,5-dihydroisoxazol-3-yl)-N-isopropyl-5,6-dihydro-4H-thieno[2,3-c]pyrrole-2-carboxamide